(2-(2-Chlorophenyl)-1-methyl-4,5,6,7-tetrahydro-1H-benzo[d]imidazol-6-yl)-4,5,6,7-tetrahydro-3H-imidazo[4,5-c]pyridin ClC1=C(C=CC=C1)C1=NC2=C(N1C)CC(CC2)C2=NC1=C(CNCC1)N2